FC(C1=CC=C(C=C1)N1CC(N(C2(CN(C2)C(=O)NC)C1=O)CC1=CC=C(C=C1)C(F)(F)F)=O)F 8-(4-(difluoromethyl)phenyl)-N-methyl-6,9-dioxo-5-(4-(trifluoromethyl)benzyl)-2,5,8-triazaspiro[3.5]nonane-2-carboxamide